1,1'-Cyclohexane-1,1-diylbis(4-bromo-3-nitrobenzene) C1(CCCCC1)(C1=CC(=C(C=C1)Br)[N+](=O)[O-])C1=CC(=C(C=C1)Br)[N+](=O)[O-]